5-bromo-3-isopropylpyrazin-2(1H)-one BrC=1N=C(C(NC1)=O)C(C)C